N-(9-((2S,4R,5S)-5-((bis(4-methoxyphenyl)(phenyl)methoxy)methyl)-4-hydroxytetrahydrofuran-2-yl)-6-oxo-6,9-dihydro-1H-purin-2-yl)isobutyramide COC1=CC=C(C=C1)C(OC[C@H]1[C@@H](C[C@H](O1)N1C=2N=C(NC(C2N=C1)=O)NC(C(C)C)=O)O)(C1=CC=CC=C1)C1=CC=C(C=C1)OC